CNC(=O)C1=NC=CC=C1 n-methylpyridine-2-carboxamide